C(CCCCCCCCCC(=O)[O-])(=O)[O-] undecanedioate